(6R,8aS)-6-[8-Amino-1-(4-{(1R)-1-hydroxy-1-[3-(1-methylethyl)phenyl]ethyl}phenyl)imidazo[1,5-a]pyrazin-3-yl]hexahydroindolizin-3(2H)-on NC=1C=2N(C=CN1)C(=NC2C2=CC=C(C=C2)[C@](C)(C2=CC(=CC=C2)C(C)C)O)[C@H]2CN1C(CC[C@@H]1CC2)=O